ClC1=C(CNC(CN2N=C(C(=C2)C2=CC=NC3=CC=CC=C23)C2=NC(=CC=C2)C)=O)C(=CC=C1)Cl N-(2,6-dichlorobenzyl)-2-(3-(6-methylpyridin-2-yl)-4-(quinolin-4-yl)-1H-pyrazol-1-yl)acetamide